1-(1-methoxypropane-2-yl)-4-nitro-3-(oxetan-3-yloxy)-1H-pyrazole COCC(C)N1N=C(C(=C1)[N+](=O)[O-])OC1COC1